BrC=1C=C(C(=NC1)OCCN(C(OC(C)(C)C)=O)C(C)C)NS(=O)(=O)C tert-butyl N-[2-[(5-bromo-3-methanesulfonamidopyridin-2-yl)oxy]ethyl]-N-(propan-2-yl)carbamate